FC1=C(CCNC(C(=O)N[C@@H]2C(N(C3=C(OC2)C=CC=C3)C)=O)=O)C=CC=C1 (S)-N1-(2-fluorophenethyl)-N2-(5-methyl-4-oxo-2,3,4,5-tetrahydrobenzo[b][1,4]oxazepin-3-yl)oxalamide